tert-butyl-7-(aminomethyl)-7-(5-cyclopropylisoxazol-3-yl)-3-azabicyclo[4.1.0]heptane C(C)(C)(C)C12CNCCC2C1(C1=NOC(=C1)C1CC1)CN